3-fluoro-4-[[4-fluoro-1-(4-piperidyl)pyrazol-3-yl]oxymethyl]benzonitrile FC=1C=C(C#N)C=CC1COC1=NN(C=C1F)C1CCNCC1